Methyl 9-(2-cyclopropylethoxy)-6-isopropyl-2-oxo-10-(((trifluoromethyl) sulfonyl) oxy)-6,7-dihydro-2H-pyrido[2,1-a]phthalazine-3-carboxylate C1(CC1)CCOC=1C=C2CN(N3C(C2=CC1OS(=O)(=O)C(F)(F)F)=CC(C(=C3)C(=O)OC)=O)C(C)C